{(4E)-4-[3-(6-methoxypyridin-3-yl)prop-2-yn-1-ylidene]-3,3-dimethylpiperidin-1-yl}methanone COC1=CC=C(C=N1)C#C\C=C/1\C(CN(CC1)C=O)(C)C